FC1=C(C(=C(C=C1C1=NN(C2=C1C=NC(=C2)N2C1(CCC1)COCC2)C)C(F)(F)F)F)O 2,6-Difluoro-3-(1-methyl-6-(8-oxa-5-azaspiro[3.5]nonan-5-yl)-1H-pyrazolo[4,3-c]pyridin-3-yl)-5-(trifluoromethyl)phenol